(+)-6-chloro-4-(2-hydroxyethyl)-4-methyl-2H-spiro[isoquinoline-1,3'-oxetan]-3(4H)-one ClC=1C=C2C(C(NC3(COC3)C2=CC1)=O)(C)CCO